diphenyl-N,N'-bis[4-(N,N-di(tolyl)amino)phenyl]Benzidine C1(=CC=CC=C1)N(C1=CC=C(C2=CC=C(N(C3=CC=C(C=C3)N(C3=C(C=CC=C3)C)C3=C(C=CC=C3)C)C3=CC=CC=C3)C=C2)C=C1)C1=CC=C(C=C1)N(C1=C(C=CC=C1)C)C1=C(C=CC=C1)C